NC=1C(=NN(C1C(=O)OCC)C1=C(C=C(C=C1F)CNC(C1=C(C=CC(=C1)F)OC)=O)F)C(C(F)(F)F)C ethyl 4-amino-1-(2,6-difluoro-4-((5-fluoro-2-methoxybenzamido)methyl)phenyl)-3-(1,1,1-trifluoropropan-2-yl)-1H-pyrazole-5-carboxylate